5-(2,8-dimethylimidazo[1,2-B]pyridazin-6-yl)-2-(piperidin-4-yl)-2H-indazol-6-ol CC=1N=C2N(N=C(C=C2C)C2=CC3=CN(N=C3C=C2O)C2CCNCC2)C1